ClC1=C(C(=O)N[C@H](C(=O)OC)CC2=C3CCCOC3=C(C=C2)C2=C(C=C(C(=C2)F)F)OC)C(=CC=C1)Cl methyl (S)-2-(2,6-dichlorobenzamido)-3-(8-(4,5-difluoro-2-methoxyphenyl)chroman-5-yl)propanoate